C(#N)C1=C(C=CC=C1)SC=1C=2N(C=C(C1)C=1C=NN(C1)CC(F)(F)F)N=CC2C#N 4-((2-cyanophenyl)thio)-6-(1-(2,2,2-trifluoroethyl)-1H-pyrazol-4-yl)pyrazolo[1,5-a]pyridine-3-carbonitrile